FC=1SC=CC1F 2,3-difluorothiophene